C(C)(C)OC(=O)C1C2C3C4C=CC(C3C(C1)C2)C4 8-Isopropyloxycarbonyltetracyclo[4.4.0.12,5.17,10]-3-dodecene